ClC1=C(C(=O)Cl)C=CC(=C1)Cl 2,4-dichloro-benzoyl chloride